(2S)-2-amino-3-{3-[2-(dihydroxyboranyl)ethyl]phenyl}propanoic acid N[C@H](C(=O)O)CC1=CC(=CC=C1)CCB(O)O